C(N)(OCCOC(N)=O)=O ethylene dicarbamate